C(C)(C)S(=O)(=O)C1=NC=CC=C1N 2-(isopropylsulfonyl)pyridin-3-amine